BrC1=C(C(=C(C(=C1[2H])Br)[2H])[2H])[2H] 4,6-Dibromobenzene-1,2,3,5-d4